C(C)(C)(C)OC(=O)N1CC2(C1)CC(C2)=CC2=CC=C(C=C2)S(=O)(=O)C(F)(F)F 6-[[4-(trifluoromethylsulfonyl)phenyl]methylene]-2-azaspiro[3.3]heptane-2-carboxylic acid tert-butyl ester